4-[4-(1,3-benzoxazol-2-yl)piperidin-1-yl]-1,6-dimethyl-2-oxo-1,2-dihydroquinoline-3-carbonitrile O1C(=NC2=C1C=CC=C2)C2CCN(CC2)C2=C(C(N(C1=CC=C(C=C21)C)C)=O)C#N